COC(=O)C1(CC1)[C@H](C)N 1-[(1S)-1-aminoethyl]cyclopropane-1-carboxylic acid methyl ester